2-(trans-4-((3-(2-Cyclopropyloxazol-4-yl)phenyl)((trans-4-(6-(dimethylamino)pyridin-3-yl)cyclohexyl)methyl)carbamoyl)cyclohexyl)acetic acid C1(CC1)C=1OC=C(N1)C=1C=C(C=CC1)N(C(=O)[C@@H]1CC[C@H](CC1)CC(=O)O)C[C@@H]1CC[C@H](CC1)C=1C=NC(=CC1)N(C)C